N-(6-(7-((1H-pyrazol-1-yl)methyl)-5-chloro-6-fluoro-1H-indazol-4-yl)imidazo[1,2-a]pyrazin-2-yl)-2-fluorocyclopropane-1-carboxamide N1(N=CC=C1)CC=1C(=C(C(=C2C=NNC12)C=1N=CC=2N(C1)C=C(N2)NC(=O)C2C(C2)F)Cl)F